Methyl 2-amino-4-(pyridin-2-yl)thiazole-5-carboxylate Methyl-3-oxo-3-(pyridine-2-yl)propanoate COC(CC(C1=NC=CC=C1)=O)=O.NC=1SC(=C(N1)C1=NC=CC=C1)C(=O)OC